(P)-tert-butyl ((7-(5-(3-chloro-6-cyano-5-cyclopropoxy-2-fluorophenyl)-1-(difluoromethyl)-1H-pyrazol-4-yl)-4-oxo-3,4-dihydrophthalazin-1-yl)methyl)carbamate ClC=1C(=C(C(=C(C1)OC1CC1)C#N)C1=C(C=NN1C(F)F)C1=CC=C2C(NN=C(C2=C1)CNC(OC(C)(C)C)=O)=O)F